9-hydroperoxy-10E,12Z-octadecadienoic acid CCCCCC=CC=CC(CCCCCCCC(=O)O)OO